ClC=1N=C(C=2N=C(N=C(C2N1)NC)N[C@@H]1[C@H](CC2=CC=CC=C12)O)NC (1S,2S)-1-(6-chloro-4,8-bis(methylamino)pyrimido[5,4-d]pyrimidin-2-ylamino)-indan-2-ol